ethyl 2-(7-cyano-5-(methoxymethyl) benzo[b]thiophen-2-yl)-4-methylthiazole-5-carboxylate C(#N)C1=CC(=CC2=C1SC(=C2)C=2SC(=C(N2)C)C(=O)OCC)COC